NC1N(C(C2=CC=CC=C12)=O)[C@@H]1C[C@@H](CCC1)NC1=NC=C(C(=N1)C(F)(F)F)Br Amino-2-((1S,3R)-3-((5-bromo-4-(trifluoromethyl)pyrimidin-2-yl)amino)cyclohexyl)isoindolin-1-one